benzyl (3S,5S)-3-((6-chloropyrido[3,4-d]pyrimidin-2-yl)amino)-5-fluoropiperidine-1-carboxylate ClC1=CC2=C(N=C(N=C2)N[C@@H]2CN(C[C@H](C2)F)C(=O)OCC2=CC=CC=C2)C=N1